Methyl 6-methyl-3-[[(1R)-1-[6-methyl-2-(2-methylthiazolo[5,4-b]pyridin-5-yl)-4-oxo-chromen-8-yl]ethyl]amino]pyridine-2-carboxylate CC1=CC=C(C(=N1)C(=O)OC)N[C@H](C)C=1C=C(C=C2C(C=C(OC12)C1=CC=C2C(=N1)SC(=N2)C)=O)C